C1(CC1)[C@H]([C@H]1N(C/C(/C1)=N/OC)C(=O)C1=CC=C(C=C1)C1=C(C(=CC=C1)C#N)C)O 4'-((2S,E)-2-((R)-cyclopropyl(hydroxy)methyl)-4-(methoxyimino)pyrrolidine-1-carbonyl)-2-methyl-[1,1'-biphenyl]-3-carbonitrile